tert-butyl (2-azido-5-(trifluoromethyl)pyridinyl)(methyl)carbamate N(=[N+]=[N-])C1=NC=C(C=C1N(C(OC(C)(C)C)=O)C)C(F)(F)F